O1CCC(CC1)C(=O)N1CC2(CC1)C(NC1=CC=CC=C12)=O 1'-(tetrahydro-2H-pyran-4-carbonyl)spiro[indoline-3,3'-pyrrolidin]-2-one